2,2,7-trimethyltetralin-6-ol CC1(CC2=CC(=C(C=C2CC1)O)C)C